C1(=CC=CC=C1)C1=NN(C=C1CC1=CC=C(C=C1)C(F)(F)F)C=1SC=C(N1)C(=O)O 2-(3-phenyl-4-(4-(trifluoromethyl)benzyl)-1H-pyrazol-1-yl)thiazole-4-carboxylic acid